(R)-N-((R)-1-(2-(4-fluorophenyl)-3,6-dimethyl-4-oxo-3,4-dihydroquinazolin-8-yl)ethyl)-2-methylpropane-2-sulfinamide FC1=CC=C(C=C1)C1=NC2=C(C=C(C=C2C(N1C)=O)C)[C@@H](C)N[S@](=O)C(C)(C)C